N(=[N+]=[N-])[C@@](COC)(C)C1=CN=C(C2=CN=C(C=C12)Cl)OCCCS(=O)(=O)C (S)-4-(2-azido-1-methoxyprop-2-yl)-6-chloro-1-(3-(methylsulfonyl)propoxy)-2,7-naphthyridine